C1(CC1)CNC1=CC=C(C=C1)[N+](=O)[O-] (cyclopropylmethyl)-4-nitroaniline